CC1=NC(=CC(=C1)C=1NC2=CC=C(C=C2C1C(C)C)C1=CC(=NC=C1)C1CCNCC1)C 2-(2,6-dimethylpyridin-4-yl)-3-isopropyl-5-(2-(piperidin-4-yl)pyridin-4-yl)-1H-indole